dl-m-methylphenyl-tertiary pentylphosphine methyl-α-carbomethoxycinnamate COC(C(=CC1=CC=CC=C1)C(=O)OC)=O.CC=1C=C(C=CC1)PC(C)(C)CC